6-((2,2'-dimethyl-[1,1'-biphenyl]-4-yl)oxy)pyridin-3-amine CC1=C(C=CC(=C1)OC1=CC=C(C=N1)N)C1=C(C=CC=C1)C